N1=C(N=CC=C1)C1=C(C=C(C=N1)N)C(F)(F)F 6-(pyrimidin-2-yl)-5-(trifluoromethyl)pyridin-3-amine